methyl 2-amino-5-cyclopropylnicotinate NC1=C(C(=O)OC)C=C(C=N1)C1CC1